4-(4,4-difluoropiperidin-1-yl)-6-iodo-7H-pyrrolo[2,3-d]pyrimidine FC1(CCN(CC1)C=1C2=C(N=CN1)NC(=C2)I)F